2-[3-(1,3-Benzothiazol-2-ylamino)-4-methyl-6,7-dihydro-5H-pyrido[2,3-c]pyridazin-8-yl]-5-[3-[2-fluoro-4-[3-(3-hydroxypropylamino)prop-1-ynyl]phenoxy]propyl]thiazol S1C(=NC2=C1C=CC=C2)NC2=C(C1=C(N=N2)N(CCC1)C=1SC(=CN1)CCCOC1=C(C=C(C=C1)C#CCNCCCO)F)C